7-(6-(methyl(2,2,6,6-tetramethylpiperidin-4-yl)amino)pyridazin-3-yl)isoquinolin-6-ol CN(C1=CC=C(N=N1)C1=C(C=C2C=CN=CC2=C1)O)C1CC(NC(C1)(C)C)(C)C